(E)-2-methyl-but-3-yn-2-ol CC(C)(C#C)O